N-(4-((2-amino-3-chloropyridine-4-yl)oxy)-3-fluorophenyl)-1-(3-methylpyridin-2-yl)-5-(trifluoromethyl)-1H-pyrazole-4-carboxamide NC1=NC=CC(=C1Cl)OC1=C(C=C(C=C1)NC(=O)C=1C=NN(C1C(F)(F)F)C1=NC=CC=C1C)F